CCSC(C(C(=O)[O-])S(=O)(=O)O)(C(=O)[O-])SCC.[Na+].[Na+] sodium bis-(2-ethylsulfanyl)-sulfosuccinate